COC(=O)C1=CC=C(C(=N1)C([2H])([2H])[2H])N1CCN(CC1)C(=O)OC(C)(C)C tert-butyl 4-(6-(methoxycarbonyl)-2-(methyl-d3)pyridin-3-yl)piperazine-1-carboxylate